C(C1CO1)OC1=C(C=C(C=C1)OCC1CO1)OCC1CO1 1,2,4-tris(glycidoxy)benzene